N1(CCCCC1)C=O Hexahydropyridine-1-carbaldehyde